1-[2-(3-Ethoxy-5-methyl-pyrazol-1-yl)-6-[5-[(6-methylpyridazin-3-yl)amino]benzimidazol-1-yl]-3-pyridinyl]ethanol C(C)OC1=NN(C(=C1)C)C1=NC(=CC=C1C(C)O)N1C=NC2=C1C=CC(=C2)NC=2N=NC(=CC2)C